OCCC[C@@H]1OC(OC[C@H]1NC(OCC1=CC=CC=C1)=O)C1=CC=C(C=C1)OC benzyl ((4S,5R)-4-(3-hydroxypropyl)-2-(4-methoxyphenyl)-1,3-dioxan-5-yl)carbamate